(2-(6-chloro-8-(2-(2,2,2-trifluoroethoxy)phenyl)imidazo[1,2-a]pyridin-2-yl)-5-methyl-4,5-dihydrooxazol-5-yl)methanol ClC=1C=C(C=2N(C1)C=C(N2)C=2OC(CN2)(C)CO)C2=C(C=CC=C2)OCC(F)(F)F